NC1=NC2=CC(=C(C=C2C=C1C)C(=O)N([C@H](C)C1=NC=CC=N1)CC1=NC=C(C=C1)C#N)Cl 2-amino-7-chloro-N-((5-cyano-2-pyridinyl)methyl)-3-methyl-N-((1R)-1-(2-pyrimidinyl)ethyl)-6-quinolinecarboxamide